FC(C(O)OC)(C(F)(F)F)OC(C(=C)F)(F)F 2,3,3,3-tetrafluoro-1-methoxy-2-(1,1,2-trifluoroallyloxy)Propan-1-ol